FC=1C=CC=C2C=C(C(NC12)=O)NC1=NC(=NC=C1)NC1=CC2=C(CC3(O2)CN(C3)C)C=C1 8-fluoro-3-{2-(1-methyl-3'H-spiro[azetidine-3,2'-[1]benzofuran]-6'-ylamino)-4-pyrimidinylamino}-1,2-dihydro-2-quinolinone